ClC=1C=C(C=CC1)C(CNC(=O)[C@@H]1[C@H](C1)C1=CC=CC=C1)(C)C#N |r| rac-(1S,2S)-N-[2-(3-chlorophenyl)-2-cyano-propyl]-2-phenyl-cyclopropanecarboxamide